4-(4-((1-(3-amino-5-(trifluoromethyl)phenyl)ethyl)amino)-7-methoxy-2-methyl-quinazolin-6-yl)cyclohexane-1-carboxylic acid tert-butyl ester C(C)(C)(C)OC(=O)C1CCC(CC1)C=1C=C2C(=NC(=NC2=CC1OC)C)NC(C)C1=CC(=CC(=C1)C(F)(F)F)N